C1(=CC=CC=C1)C1=C(C=2CC3=CC=CC=C3C2C=C1)C1=CC=CC=C1 bisphenyl-fluorene